dimethyl-tetradecyl-[3-(trimethoxysilyl)propyl]ammonium bromide [Br-].C[N+](CCC[Si](OC)(OC)OC)(CCCCCCCCCCCCCC)C